FC(OC1=C(C=C(C=C1)F)C(C#N)O[Si](C)(C)C)F [2-(difluoromethoxy)-5-fluorophenyl]-2-[(trimethylsilyl)oxy]acetonitrile